[BH4-].[Na+].S1C2=C(C=C1)C(C=1SC=CC1C2=O)=O benzo[1,2-b:4,5-b']dithiophene-4,8-dione compound with sodium borohydride